[1-ethyl-5-methoxy-6-(1H-1,2,3,4-tetrazol-5-yl)-1H-imidazo[4,5-b]pyridin-2-yl](phenyl)(pyrimidin-2-yl)methanol C(C)N1C(=NC2=NC(=C(C=C21)C2=NN=NN2)OC)C(O)(C2=NC=CC=N2)C2=CC=CC=C2